2,3-dichloropyridine 1-oxide ClC1=[N+](C=CC=C1Cl)[O-]